5-(2-chloro-5-cyanophenyl)-3-{[(3R)-piperidin-3-ylcarbonyl]amino}-1H-indazole-1-carboxylic acid cyclobutyl ester hydrochloride Cl.C1(CCC1)OC(=O)N1N=C(C2=CC(=CC=C12)C1=C(C=CC(=C1)C#N)Cl)NC(=O)[C@H]1CNCCC1